C(C)OC(CC=1C(=NN(C1C)CC1=CC=C(C=C1)NC(=O)C1=CC=C2C(NC(C2=C1)(C(=O)O)O)=O)C)=O 6-((4-((4-(2-ethoxy-2-oxoethyl)-3,5-dimethyl-1H-pyrazol-1-yl)methyl)phenyl)carbamoyl)-1-hydroxy-3-oxoisoindoline-1-carboxylic acid